4-(2-{4-[3-(3-aminopropoxy)propoxy]phenyl}ethyl)-1-(5-chloro-1H-1,3-benzodiazol-2-yl)-3-[4-(trifluoromethyl)phenyl]-1H-pyrazol-5-ol NCCCOCCCOC1=CC=C(C=C1)CCC=1C(=NN(C1O)C1=NC2=C(N1)C=CC(=C2)Cl)C2=CC=C(C=C2)C(F)(F)F